C(#N)[C@H](C[C@@H]1C(NCCC1)=O)NC(=O)[C@@H]1N(C[C@@H]2[C@H]1CC(C2)(F)F)C(=O)C=2NC1=CC=CC(=C1C2)F (1R,3aS,6aR)-N-((S)-1-cyano-2-((R)-2-oxopiperidin-3-yl)ethyl)-5,5-difluoro-2-(4-fluoro-1H-indole-2-carbonyl)octahydrocyclopenta[c]pyrrole-1-carboxamide